CC(C=C)(CC)C 3,3-Dimethyl-1-pentene